COC=1C=C(C=CC1NCC#CC1=C(C2=C(S1)C(=CC=C2)NC2C1CN(CC2CC1)C)CC(F)(F)F)P(C)(C)=O (3-methoxy-4-((3-(7-((3-methyl-3-azabicyclo[3.2.1]octan-8-yl)amino)-3-(2,2,2-trifluoroethyl)benzo[b]thiophen-2-yl)prop-2-yn-1-yl)amino)phenyl)dimethylphosphine oxide